The molecule is a polyphenol consisting of propane in which both methylene hydrogens at position 2 have been replaced by 2-hydroxyphenyl groups. CC(C)(C1=CC=CC=C1O)C2=CC=CC=C2O